(2S,3S,4S,5R)-3-(4-fluorophenyl)-4,5-dimethyl-5-(trifluoromethyl)tetrahydrofuran-2-carboxylic acid ethyl ester C(C)OC(=O)[C@H]1O[C@]([C@H]([C@H]1C1=CC=C(C=C1)F)C)(C(F)(F)F)C